(R)-6-chloro-3-((1-(2-(4-fluoro-2-methyl-2H-indazol-6-yl)-3,6-dimethyl-4-oxo-3,4-dihydroquinazolin-8-yl)ethyl)amino)-N-(methylsulfonyl)picolinamide ClC1=CC=C(C(=N1)C(=O)NS(=O)(=O)C)N[C@H](C)C=1C=C(C=C2C(N(C(=NC12)C=1C=C(C2=CN(N=C2C1)C)F)C)=O)C